3-(2-cyano-N-phenylacetylamino)pentanoic acid methyl ester COC(CC(CC)NC(C(C#N)C1=CC=CC=C1)=O)=O